CC1=NOC(=N1)COC=1C=C(C=2N(C1)N=CC2C#N)C=2C=NC(=CC2)N2CCNCC2 6-((3-methyl-1,2,4-oxadiazol-5-yl)methoxy)-4-(6-(piperazin-1-yl)pyridin-3-yl)pyrazolo[1,5-a]pyridine-3-carbonitrile